COC1=CC=C(CN(C(=O)OCCOC2=CC=CC=N2)CC2=CC=C(C=C2)OC)C=C1 6-[bis(4-methoxybenzyl)aminocarbonyloxyethoxy]pyridine